Methyl (S)-4-((6-chloro-1-(hydroxymethyl)-1,2,3,4-tetrahydronaphthalen-1-yl)methoxy)-3-nitrobenzoate ClC=1C=C2CCC[C@](C2=CC1)(CO)COC1=C(C=C(C(=O)OC)C=C1)[N+](=O)[O-]